ClC=1C=C(C=CC1)C1=CC=C2C(=N1)C=C(N2)C(=O)N2CCCCC2 (5-(3-chlorophenyl)-1H-Pyrrolo[3,2-b]Pyridin-2-yl)(piperidin-1-yl)methanone